ClC=1C(=C(C=CC1)NC1=NC=NC2=CC(=C(C=C12)[N+](=O)[O-])C#C[C@]12CN(C[C@@H]2C1)C)F N-(3-chloro-2-fluoro-phenyl)-7-[2-[(1S,5R)-3-methyl-3-azabicyclo[3.1.0]hexane-1-yl]ethynyl]-6-nitro-quinazolin-4-amine